Cl.FC(C(F)(F)F)(F)C=1CNCC1 3-(1,1,2,2,2-pentafluoroethyl)-2,5-dihydro-1H-pyrrole hydrochloride